BrC1=C(N=C(N1CCCCCCCCCCCC)C=1N(C=CN1)CCCCCCCCCCCC)Br dibromo-1,1'-di-n-dodecyl-1H,1'H-2,2'-biimidazole